OC=1C=C2CC[C@H]([C@H](C2=CC1)C1=CC=C(C=C1)N1CCC(CC1)C=O)C1=CC(=CC=C1)OC(F)(F)F 1-(4-((1S,2R)-6-hydroxy-2-(3-(trifluoromethoxy)phenyl)-1,2,3,4-tetrahydronaphthalen-1-yl)phenyl)piperidine-4-carbaldehyde